CC1=NOC(=C1C=1C=NN2C1C=C(C=C2)C=2SC(=CN2)C(=O)OC)C methyl 2-[3-(3,5-dimethyl-isoxazol-4-yl)pyrazolo[1,5-a]pyridin-5-yl]thiazole-5-carboxylate